COC1=CC=C2CC/C(/C2=C1)=C\CN(C)C(C)C [(E)-2-(6-Methoxy-1-indanylidene)ethyl]-N-methyl(isopropyl)amine